The molecule is a 9,11,15-octadecatrienoic acid in which the configuration of the double bonds at positions 9 and 15 is Z, while that of the double bond at position 11 is E. CC/C=C\\CC/C=C/C=C\\CCCCCCCC(=O)O